[Na].[Na].OC=1C(=C(C(=C(C1[N+](=O)[O-])O)[N+](=O)[O-])Br)[N+](=O)[O-] 3,5-dihydroxy-2,4,6-trinitrobromobenzene disodium salt